OB1OCC2=C1C(=C(C=C2)C(=O)N[C@@H](C(C)C)C(=O)OCC2=NC=CC=C2)C Pyridin-2-ylmethyl (1-hydroxy-7-methyl-1,3-dihydrobenzo[c][1,2]oxaborole-6-carbonyl)-L-valinate